5-amino-3-(5-chloro-1H-pyrrolo[2,3-b]pyridine-3-carbonyl)-2,4-difluorophenyl 1-(4-fluorophenyl)-5-(methylsulfonyl)-1H-pyrazole-3-carboxylate FC1=CC=C(C=C1)N1N=C(C=C1S(=O)(=O)C)C(=O)OC1=C(C(=C(C(=C1)N)F)C(=O)C1=CNC2=NC=C(C=C21)Cl)F